NCC(CCN)CCN 3-aminomethyl-1,5-diaminopentane